2-(3-(4-azidophenyl)prop-2-enylamino)-N-(4,4-dimethoxy-butyl)-3-(3-pyridyl)prop-2-enamide N(=[N+]=[N-])C1=CC=C(C=C1)C=CCNC(C(=O)NCCCC(OC)OC)=CC=1C=NC=CC1